FCCOC1=NC=CC(=N1)C1=CC=2C=NC(=CC2N1)NC(=O)C=1C=NN(C1)C1CCOCC1 N-(2-(2-(2-fluoroethoxy)pyrimidin-4-yl)-1H-pyrrolo[3,2-c]pyridin-6-yl)-1-(tetrahydro-2H-pyran-4-yl)-1H-pyrazole-4-carboxamide